2H-1,4-thiazine-6-carboxamide hydrochloride Cl.S1CC=NC=C1C(=O)N